N-[1-(dicyclopropylmethyl)-2-[[5-(5-ethyl-3-methyl-1H-pyrazol-4-yl)-2-pyridyl]amino]-2-oxo-ethyl]-2-isopropyl-pyrazole-3-carboxamide C1(CC1)C(C(C(=O)NC1=NC=C(C=C1)C=1C(=NNC1CC)C)NC(=O)C=1N(N=CC1)C(C)C)C1CC1